ClC1=CC2=C(S1)C1(C[C@@H](N(CC1)CC1=C(C=C(C=C1)OC)OC)C=1C=NC(=NC1)C)OCC2 2-chloro-r-[(2,4-dimethoxyphenyl)methyl]-2'-(2-methylpyrimidin-5-yl)spiro[4,5-dihydrothieno[2,3-c]pyran-7,4'-piperidine]